C1(CC1)C=1C=2N(C=CC1)N=C(C2)[C@H]2N(CCC1=C2N=CN1)C=1OC(=NN1)C1(CC1)C (S)-2-(4-(4-cyclopropylpyrazolo[1,5-a]pyridin-2-yl)-1,4,6,7-tetrahydro-5H-imidazo[4,5-c]pyridin-5-yl)-5-(1-methylcyclopropyl)-1,3,4-oxadiazole